O=C1OCC2=C1C=CC=C2 3-oxo-1,3-dihydro-2-benzofuran